NC(CC1=CC2=C(C=C1)OCO2)CC 2-amino-1-(3,4-methylenedioxy-phenyl)butane